N1=C(C=CC=C1)CCN1CCC(CC1)NC(CC)=O N-{1-[2-(pyridin-2-yl)ethyl]hexahydropyridin-4-yl}propanamide